C(C)OC1=NN(C(=C1)C)C1=NC(=CC=C1C(C)=O)N1C=NC2=C1C=C(C=C2)NC=2N=NC(=CC2)C 1-[2-(3-ethoxy-5-methyl-pyrazol-1-yl)-6-[6-[(6-methylpyridazin-3-yl)amino]benzimidazol-1-yl]-3-pyridyl]ethanone